(2R,4S)-9-[1-[(2S)-2-amino-2-(1H-imidazol-4-yl)propanoyl]azetidin-3-yl]oxy-5,5-dihydroxy-6-oxa-5-boranuidatricyclo[5.4.0.02,4]undeca-1(11),7,9-triene-8-carboxylic acid N[C@@](C(=O)N1CC(C1)OC=1C(=C2O[B-]([C@H]3C[C@H]3C2=CC1)(O)O)C(=O)O)(C)C=1N=CNC1